N-(isobutoxymethyl)vinyl-amide C(C(C)C)OCC=C[NH-]